C1(=CC=CC=C1)[O-].[O+2].ClC1=CC=C2C(=CC(=NC2=C1Cl)CCCN(CC(=O)O)S(=O)(=O)C)C=1C=NNC1.C1(=CC=CC=C1)[O-] N-(3-(7,8-Dichloro-4-(1H-Pyrazol-4-Yl)Quinolin-2-Yl)Propyl)-N-(Methylsulfonyl)Glycine oxygen (phenolate)